4-amino-3,5-divinyl-pyridine NC1=C(C=NC=C1C=C)C=C